4-((6-((1-((6-bromo-1-((1-(cyanomethyl)cyclopropyl)methyl)-4-fluoro-1H-benzo[d]imidazole-2-yl)methyl)-piperidin-4-yl)oxy)pyridin-2-yl)methoxy)-3-fluorobenzonitrile BrC=1C=C(C2=C(N(C(=N2)CN2CCC(CC2)OC2=CC=CC(=N2)COC2=C(C=C(C#N)C=C2)F)CC2(CC2)CC#N)C1)F